OC1=C(C(=O)O)C=CC(=C1)C(=O)OCCO hydroxy-4-((2-hydroxyethoxy)carbonyl)benzoic acid